COCCOC1=C(C=C(C=C1)NC=1N=CC2=C(N1)CN(CC2)C2=C(C1=C(OCCN1)N=C2)C)CO (2-(2-methoxyethoxy)-5-((7-(8-methyl-2,3-dihydro-1H-pyrido[2,3-b][1,4]oxazin-7-yl)-5,6,7,8-tetrahydropyrido[3,4-d]pyrimidin-2-yl)amino)phenyl)methanol